FC1=C(OC=2N=CC(=NC2)NC([C@@H](C)N2CC(N(CC2)C(=O)[C@@]2(CCC=3N(C2)N=CN3)O)(C)C)=O)C=CC(=C1)F (R)-N-(5-(2,4-difluorophenoxy)pyrazin-2-yl)-2-(4-((S)-6-hydroxy-5,6,7,8-tetrahydro-[1,2,4]triazolo[1,5-a]pyridine-6-carbonyl)-3,3-dimethylpiperazin-1-yl)propanamide